ClC=1C=C(CN2C=3N(CCC2=O)N=C(C3)C=3C(=NC=NC3OC)C3CC3)C=CC1C1=NC=CC=C1OC 4-(3-chloro-4-(3-methoxypyridin-2-yl)benzyl)-2-(4-cyclopropyl-6-methoxypyrimidin-5-yl)-6,7-dihydropyrazolo[1,5-a]pyrimidin-5(4H)-one